O1C2C(N(CC1)C(=O)[O-])CCC2 hexahydrocyclopenta[b][1,4]oxazine-4(4aH)-carboxylate